5-morpholin-4-ylbenzoate N1(CCOCC1)C=1C=CC=C(C(=O)[O-])C1